4,5-Methylenedioxy-1,2-phenylenediamine C1OC2=CC(=C(C=C2O1)N)N